CN(CC(=O)NC[C@@H](C(=O)OCCCCCCCC\C=C/C\C=C/CCCCC)NC(CCCCCCC\C=C/C\C=C/CCCCC)=O)C (9Z,12Z)-octadeca-9,12-dien-1-yl (S)-3-(2-(dimethylamino)acetamido)-2-((9Z,12Z)-octadeca-9,12-dienamido)propanoate